N-[3-(5-chloro-1,3-benzoxazol-2-yl)-3-azaspiro[5.5]undecan-9-yl]-2,2-dioxo-2λ6-thiaspiro[3.3]heptane-6-carboxamide ClC=1C=CC2=C(N=C(O2)N2CCC3(CC2)CCC(CC3)NC(=O)C3CC2(CS(C2)(=O)=O)C3)C1